Tert-butyl 4-[3-(2,6-dibenzyloxy-3-pyridyl)-1-methyl-indazol-7-yl]-3,3-difluoro-piperidine-1-carboxylate C(C1=CC=CC=C1)OC1=NC(=CC=C1C1=NN(C2=C(C=CC=C12)C1C(CN(CC1)C(=O)OC(C)(C)C)(F)F)C)OCC1=CC=CC=C1